FC([C@](CCC(CC(=O)OC)=O)(C)O)(F)F methyl (R)-7,7,7-trifluoro-6-hydroxy-6-methyl-3-oxoheptanoate